lead magnesium zinc [Zn].[Mg].[Pb]